2-carboxypropyl acrylate C(C=C)(=O)OCC(C)C(=O)O